6-((4-(2-methoxy-3-(1-methyl-1,2,4-triazol-3-yl)anilino)-5-(methylcarbamoyl)-2-pyridyl)amino)pyridine-3-carboxylic acid COC1=C(NC2=CC(=NC=C2C(NC)=O)NC2=CC=C(C=N2)C(=O)O)C=CC=C1C1=NN(C=N1)C